1-(dimethyl-(3-methyl-1H-inden-1-yl)silyl)-3-(2-phenylpropyl)-1,5,6,7-tetrahydro-s-indacene C[Si](C1C=C(C2=CC=3CCCC3C=C12)CC(C)C1=CC=CC=C1)(C1C=C(C2=CC=CC=C12)C)C